N1N=CC(=C1)CNC=1C2=C(N=C(N1)OCC13CCCN3CCC1)C(=C(N=C2)C2=CC=CC1=CC=CC(=C21)F)F N-((1H-pyrazol-4-yl)methyl)-8-fluoro-7-(8-fluoronaphthalen-1-yl)-2-((hexahydro-1H-pyrrolizine-7a-yl)methoxy)pyrido[4,3-d]pyrimidin-4-amine